C(C)(C)(C)C1=C(C=2CC3=CC(=CC=C3C2C=C1)C(C)(C)C)CC1=CC=CC=C1 (2,7-di-t-butylfluorenyl)(phenyl)methane